(E)-4-(dimethylamino)-1-(3-(pyridin-4-yl)-2-(4-((trifluoromethyl)thio)phenyl)-6,7-dihydropyrazolo[1,5-a]pyrazin-5(4H)-yl)but-2-en-1-one CN(C/C=C/C(=O)N1CC=2N(CC1)N=C(C2C2=CC=NC=C2)C2=CC=C(C=C2)SC(F)(F)F)C